CNS(=O)(=O)CCNC1=C(C=C(C=C1)C=1C=NN(C1)C)C1=NN(C=C1)CC=1C=NC=CC1 N-methyl-2-((4-(1-methyl-1H-pyrazol-4-yl)-2-(1-(pyridin-3-ylmethyl)-1H-pyrazol-3-yl)phenyl)amino)ethane-1-sulfonamide